C(C1=CC=CC=C1)SC(F)F benzyl-(difluoromethyl)sulfane